γ-glycidoxypropyl-(methyl)dimethoxysilane C(C1CO1)OCCC[Si](OC)(OC)C